ClC1=NC(=NC(=C1)NC1CCC(CC1)O)N1N=C(C=C1)C(=O)OCC ethyl 1-(4-chloro-6-((4-hydroxycyclohexyl)amino) pyrimidin-2-yl)-1H-pyrazole-3-carboxylate